7,11,15-Trimethylheptacosane CC(CCCCCC)CCCC(CCCC(CCCCCCCCCCCC)C)C